6-(6-(2-hydroxypropan-2-yl)pyridin-3-yl)-4-((tetrahydrofuran-3-yl)methyl)-3,4-dihydropyrazino[2,3-b]pyrazin-2(1H)-one OC(C)(C)C1=CC=C(C=N1)C=1N=C2C(=NC1)NC(CN2CC2COCC2)=O